OB1OC=2C(=C3C(=NC2)NC=C3)C(=C1)C1CC(C1)C(CC)S(=O)(=O)N ((1s,3s)-3-(7-hydroxy-3,7-dihydro-[1,2]oxaborinino[5,6-d]pyrrolo[2,3-b]pyridin-9-yl)cyclobutyl)propane-1-sulfonamide